4-((1R,5S)-3,8-diazabicyclo[3.2.1]octan-3-yl)-7-(5-chloro-1H-indol-4-yl)-2-(((S)-1-methylpyrrolidin-2-yl)methoxy)quinazoline [C@H]12CN(C[C@H](CC1)N2)C2=NC(=NC1=CC(=CC=C21)C2=C1C=CNC1=CC=C2Cl)OC[C@H]2N(CCC2)C